O[C@@H]1[C@@H](O[C@H]([C@H]([C@H]1O)O)C)ONC(=O)C=1C=NC=NC1 N-(((2s,3s,4r,5s,6s)-3,4,5-trihydroxy-6-methyltetrahydro-2H-pyran-2-yl)oxy)pyrimidine-5-carboxamide